CN([C@@H](C(C)C)C(=O)O)C(=O)[C@@H]1CN(CC1)C(=O)C1[N@](C1)C(C1=CC=CC=C1)(C1=CC=CC=C1)C1=CC=CC=C1 N-methyl-N-((S)-1-((S)-1-tritylaziridine-2-carbonyl)pyrrolidine-3-carbonyl)-L-valine